(1S,7S,8S)-2-(5,7-dichloro-8-fluoro-2-(((2R,7aS)-2-fluorotetrahydro-1H-pyrrolizin-7a(5H)-yl)methoxy-d2)pyrido[4,3-d]pyrimidin-4-yl)-8-fluoro-5-oxa-2-azabicyclo[5.1.0]octane ClC1=NC(=C(C=2N=C(N=C(C21)N2[C@@H]1[C@H]([C@@H]1COCC2)F)OC([2H])([2H])[C@]21CCCN1C[C@@H](C2)F)F)Cl